bis-(3-ethyl-4-hydroxyphenyl) sulfone C(C)C=1C=C(C=CC1O)S(=O)(=O)C1=CC(=C(C=C1)O)CC